2-bromo-3-methyl-6,7-dihydropyrazolo[1,5-a]pyrazine BrC1=NN2C(C=NCC2)=C1C